N=1C=NN2C1C=C(C=C2)C2=CNC=1N=C(N=CC12)NC1CC(C1)(C)NC(CC)=O N-((1s,3s)-3-((5-([1,2,4]triazolo[1,5-a]pyridin-7-yl)-7H-pyrrolo[2,3-d]pyrimidin-2-yl)amino)-1-methylcyclobutyl)propionamide